N-methyl-N-(3-(3-cyanopyrazolo[1,5-a]pyrimidin-7-yl)phenyl)-acetamide CN(C(C)=O)C1=CC(=CC=C1)C1=CC=NC=2N1N=CC2C#N